2-chloro-4-(3-chlorophenyl)-6-(dibenzo[b,d]furan-3-yl)-1,3,5-triazine ClC1=NC(=NC(=N1)C1=CC(=CC=C1)Cl)C=1C=CC2=C(OC3=C2C=CC=C3)C1